2,4,6-trinitrophloroglucinol [N+](=O)([O-])C1=C(O)C(=C(C(=C1O)[N+](=O)[O-])O)[N+](=O)[O-]